FC=1C=C(C=C(C1)F)C1CC=NN1C(=O)C12CC(C1)(C2)CN2N=C1C=CC(=CC1=C2)C#N 2-((3-(5-(3,5-difluorophenyl)-4,5-dihydro-1H-pyrazole-1-carbonyl)bicyclo[1.1.1]-pentan-1-yl)methyl)-2H-indazole-5-carbonitrile